ClC=1C=C(C=CC1F)N1C=C(C2=C1N=CN=C2N2CCN(CC2)C(=O)OC(C)(C)C)C2=NC=CC=C2 tert-Butyl 4-(7-(3-chloro-4-fluorophenyl)-5-(pyridin-2-yl)-7H-pyrrolo[2,3-d]pyrimidin-4-yl)piperazine-1-carboxylate